B#[W] tungsten monoboride